5-chloro-3-fluoro-4'-morpholino-[1,1'-biphenyl]-2-amine ClC1=CC(=C(C(=C1)C1=CC=C(C=C1)N1CCOCC1)N)F